3β,14α,17β-trihydroxyandrost-5-en-7-one O[C@@H]1CC2=CC([C@H]3[C@@]4(CC[C@@H]([C@@]4(C)CC[C@@H]3[C@]2(CC1)C)O)O)=O